C(C)(C)(C)OC(=O)N[C@]1(COCC1)C(=O)O (3R)-3-(tert-butoxycarbonylamino)tetrahydrofuran-3-carboxylic Acid